COC(=O)C=1N2C(SC1C=1C=NN(C1C)CC13CC4CC(CC(C1)C4)C3)=C(C(=N2)C)NC2=C(C=CC=C2)C(=O)OC(C)(C)C 2-(1-(adamantan-1-ylmethyl)-5-methyl-1H-pyrazol-4-yl)-7-((2-(tert-butoxycarbonyl)phenyl)amino)-6-methylpyrazolo[5,1-b]thiazole-3-carboxylic acid methyl ester